C1(CC1)C1=C(C(=NO1)C1=C(C=CC=C1Cl)Cl)CCN1CCN(CCC1)C1=CC=C2C(=CN(C2=C1)C)C(=O)O 6-(4-(2-(5-Cyclopropyl-3-(2,6-dichlorophenyl)isoxazol-4-yl)ethyl)-1,4-diazepan-1-yl)-1-methyl-1H-indole-3-carboxylic acid